1,2,3,4,6,7,8,8a-octahydropyrrolo[1,2-a]-pyrazine C1C2N(CCN1)CCC2